[phenyl(biphenylyl)triazinyl](phenyldibenzofuranyl)Benzene C1(=CC=CC=C1)C1=C(C(=NN=N1)C1=C(C=CC=C1)C1=C(C=CC=2OC3=C(C21)C=CC=C3)C3=CC=CC=C3)C3=C(C=CC=C3)C3=CC=CC=C3